O=C1NC(CCC1C1=CN(C2=CC(=CC=C12)N1CCC(CC1)NC(O)=O)C)=O.N(=[N+]=[N-])CCCCCCCC(=O)NNCCC 8-azido-N'-propyloctanehydrazide [1-[3-(2,6-dioxo-3-piperidyl)-1-methyl-indol-6-yl]-4-piperidyl]carbamate